FC=1C=C(C=C(C1)F)NC(C)C=1C=C(C=C2C(C=C(OC12)N1CCOCC1)=O)N(C(C)=O)C N-(8-(1-((3,5-difluorophenyl)amino)ethyl)-2-morpholino-4-oxo-4H-chromen-6-yl)-N-methylacetamide